ClC1=CC=C2C(=NC(N(C2=C1)C1=CC=CC=C1)=O)NC1COCC1 7-Chloro-1-phenyl-4-((tetrahydrofuran-3-yl)amino)quinazolin-2(1H)-one